4-((R)-1-phenyl-ethylamino)-5,6-dihydro-2H-pyridine-1,3-dicarboxylic acid 1-tert-butyl ester 3-ethyl ester C(C)OC(=O)C=1CN(CCC1N[C@H](C)C1=CC=CC=C1)C(=O)OC(C)(C)C